benzyl (4-(8-chloro-1-iodoimidazo[1,5-a]pyrazin-3-yl)bicyclo[2.2.1]heptan-1-yl)carbamate ClC=1C=2N(C=CN1)C(=NC2I)C21CCC(CC2)(C1)NC(OCC1=CC=CC=C1)=O